3-(hexyloxy)-4-oxo-4H-pyran-2-carboxylic acid methyl ester COC(=O)C=1OC=CC(C1OCCCCCC)=O